{[3-cyano-4-(2,6-dichloro-8-fluoro-4-hydroxyquinazolin-7-yl)-7-fluorobenzo[b]thiophen-2-yl]amino}methanoic acid-2-methylpropan-2-yl ester CC(C)(C)OC(=O)NC1=C(C2=C(S1)C(=CC=C2C2=C(C=C1C(=NC(=NC1=C2F)Cl)O)Cl)F)C#N